C(C(=O)OCCC(CC(CC)CC)C)(=O)OCC ethyl (5-ethyl-3-methylheptyl) oxalate